CN1CCC(CC1)C1=CC=CC=N1 6-(1-methylpiperidin-4-yl)-pyridine